C1CCCC12CCC(CC2)C(=O)OC[C@]2(O[C@H](C[C@@H]2O)N2C1=NC(=NC(=C1N=C2)NC(CCCCCCC)=O)F)C#C ((2R,3S,5R)-2-ethynyl-5-(2-fluoro-6-octanamido-9H-purin-9-yl)-3-hydroxytetrahydrofuran-2-yl)methyl spiro[4.5]decane-8-carboxylate